ClC=1C=C(C=CC1C(=O)N1CCN(CC1)C(CCl)=O)NC(=O)C=1N(C(=CN1)C1=C(C(=C(C=C1)OC(F)F)F)F)C N-[3-chloro-4-[4-(2-chloroacetyl)piperazine-1-carbonyl]phenyl]-5-[4-(difluoromethoxy)-2,3-difluoro-phenyl]-1-methyl-imidazole-2-carboxamide